PROPENOATE C(C=C)(=O)[O-]